(S)-3-(3-methoxy-4-((6-(5-methyl-6,7-dihydro-5H-pyrrolo[2,1-c][1,2,4]triazol-3-yl)pyridin-2-yl)carbamoyl)-1H-pyrazol-1-yl)pyridine-2,6-dicarboxamide COC1=NN(C=C1C(NC1=NC(=CC=C1)C=1N2C(=NN1)CC[C@@H]2C)=O)C=2C(=NC(=CC2)C(=O)N)C(=O)N